C1(CC1)OC1=CC=C2C=C(C=C(C2=C1F)CCNC(C)=O)F N-(2-(7-cyclopropyloxy-3,8-difluoronaphthalen-1-yl)ethyl)acetamide